ClC=1C=C(C=CC1)[C@@H](CCO)O (R)-1-(3-chloro-phenyl)propane-1,3-diol